CC/C=C\CC=O (3Z)-hexenal